FC=1C=CC(=C(C1)NC(=O)C1=NC(=NC=C1)C1=C(C=CC=C1OC)F)N1[C@@H](CNCC1)C (R)-N-(5-fluoro-2-(2-methylpiperazin-1-yl)phenyl)-2-(2-fluoro-6-methoxyphenyl)pyrimidine-4-carboxamide